CN(C1=NN(C=N1)CC1=CC=C(C=C1)C1=NOC(=N1)C(F)(F)F)C N,N-dimethyl-1-[[4-[5-(trifluoromethyl)-1,2,4-oxadiazol-3-yl]-phenyl]methyl]-1,2,4-triazol-3-amine